2'-chloro-4-((3,5-difluoropyridin-2-yl)methoxy)-3',6-dimethyl-2H-[1,4'-bipyridin]-2-one ClC1=NC=CC(=C1C)N1C(C=C(C=C1C)OCC1=NC=C(C=C1F)F)=O